(4e,8z)-dodeca-4,8,11-trienal C(CC\C=C\CC\C=C/CC=C)=O